C(C1=CC=CC=C1)OC=1C(C=CN2N(CN(C(C21)=O)CC2=CC=C(C=C2)F)C21C(=CC3=CC(=C(C=C23)F)F)CC=2C=CC=CC21)=O 5-(benzyloxy)-1-(2,3-difluoroindeno[1,2-a]inden-4b(9H)-yl)-3-(4-fluorobenzyl)-2,3-dihydro-1H-pyrido[2,1-f][1,2,4]triazine-4,6-dione